ClC1=CC(=C(C=C1)C1=C2N=C(C(=NC2=CC(=C1)[C@@H]1C[C@@H](OCC1)C=1C=NN(C1)C1CC1)C)C)F 5-(4-chloro-2-fluorophenyl)-7-((2R,4S)-2-(1-cyclopropyl-1H-pyrazol-4-yl)tetrahydro-2H-pyran-4-yl)-2,3-dimethylquinoxaline